C(C1=CC=CC=C1)OC1=CC=C(C=C1)NC1=C(C(=O)N)C=CC(=C1)N1N=C(C=2C(CC(CC12)(C)C)=O)C(F)(F)F 2-((4-(benzyloxy)phenyl)amino)-4-(6,6-dimethyl-4-oxo-3-(trifluoromethyl)-4,5,6,7-tetrahydro-1H-indazol-1-yl)benzamide